OCCCCCCC#CC1=C2CN(C(C2=CC=C1)=O)C1C(NC(CC1)=O)=O 3-[4-(8-hydroxyoct-1-ynyl)-1-oxo-isoindolin-2-yl]piperidine-2,6-dione